N[C@H]1CCC=2C=3C1=C1C(=NC3C=C(C2C)F)C2=CC3=C(C(N2C1)=O)COC([C@H]3CC)=O.[Na] sodium (1S,9S)-1-amino-9-ethyl-5-fluoro-4-methyl-10,13-dioxo-2,3,9,10,13,15-hexahydro-1H,12H-benzo[de]pyrano[3',4':6,7]indolizino[1,2-b]quinolin